FC1=C(C=CC(=C1F)C=1C=NNC1)N1[C@@H](CN(CC1)C(=O)N1CCCC1)C (R)-(4-(2,3-difluoro-4-(1H-pyrazol-4-yl)phenyl)-3-methylpiperazin-1-yl)(pyrrolidin-1-yl)methanone